C(C)(C)(C)OC(NC=1C=C2CC(NC2=CC1)=O)=O (2-oxoindolin-5-yl)carbamic acid tert-butyl ester